FC1=CC=C(C[C@H](N)C(=O)O)C=C1 |r| p-Fluoro-DL-phenylalanine